C(#N)C1=CC=C(C=N1)C=1C=CC(=NC1)NC(CN1N=C(C(=C1C)C1=CC(=NC=C1)C(F)(F)F)C)=O N-[5-(6-cyano-3-pyridyl)-2-pyridyl]-2-[3,5-dimethyl-4-[2-(trifluoromethyl)-4-pyridyl]pyrazol-1-yl]acetamide